CC1=C(C=C(C(=O)N)C=C1)NC1=NC=C(C(=N1)NCC1=NC=CN=C1N(S(=O)(=O)C)C)C(F)(F)F 4-methyl-3-({4-[({3-[methyl(methylsulfonyl)amino]pyrazin-2-yl}methyl)amino]-5-(trifluoromethyl)pyrimidin-2-yl}amino)benzamide